FC1=C(C=C(C=C1)F)C1N(CCC1)C1=NC=2N(C=C1)N=CC2C2=NC1=C(N2)C=C(C(=C1)C#N)OC 2-(5-(2-(2,5-difluorophenyl)pyrrolidine-1-yl)pyrazolo[1,5-a]pyrimidine-3-yl)-6-methoxy-1H-benzo[d]imidazole-5-nitrile